C(C1=CC=CC=C1)N1N=NC2=C1C=CC(=C2)C2=CC(=NN2CC2=CC=C(C(=O)NO)C=C2)C(F)(F)F 4-{[5-(1-benzyl-1H-benzo[d][1,2,3]triazol-5-yl)-3-trifluoromethyl-1H-pyrazol-1-yl]methyl}-N-hydroxybenzoamide